C(C1=CC=CC=C1)NCCNCC1=CC=CC=C1 N,N'-bis(benzyl)ethylenediamine